C1(CC1)N1C(C(=CC=C1)NC(=O)C1=CC=2C(N=C1OC(C)C)=NN(C2)CC2COCC2)=O N-(1-cyclopropyl-2-oxo-1,2-dihydropyridin-3-yl)-6-isopropoxy-2-((tetrahydrofuran-3-yl)methyl)-2H-pyrazolo[3,4-b]pyridine-5-carboxamide